(S)-(1-(4-chloro-3-(3-methylpyridin-2-yl)phenyl)-2-hydroxyethyl)carbamic acid tert-butyl ester C(C)(C)(C)OC(N[C@H](CO)C1=CC(=C(C=C1)Cl)C1=NC=CC=C1C)=O